5-bromo-2-methylisoindolin-1-one BrC=1C=C2CN(C(C2=CC1)=O)C